2-[4-(4-cyclopropylimidazol-1-yl)-3-methoxy-phenyl]-5-fluoro-4-methylsulfanyl-pyrimidine C1(CC1)C=1N=CN(C1)C1=C(C=C(C=C1)C1=NC=C(C(=N1)SC)F)OC